C1(CC1)C1=C2C(=NC(=C1)C(=O)N1[C@@H](C3=CC=CC=C3CC1)C)N(C(=N2)C2=C(C=C(C=C2)[C@H]2[C@@H](C2)C(=O)OCC)F)C Ethyl trans-2-(4-{7-cyclopropyl-3-methyl-5-[(1R)-1-methyl-1,2,3,4-tetrahydroisoquinoline-2-carbonyl]-3H-imidazo[4,5-b]pyridin-2-yl}-3-fluorophenyl)cyclopropane-1-carboxylate